C(C)(C)(C)C=1C=C(C=C(C1O)C)CCCOP1OC2=C(C3=C(O1)C(=CC(=C3)C(C)(C)C)C(C)(C)C)C=C(C=C2C(C)(C)C)C(C)(C)C 6-[3-(3-tert-butyl-4-hydroxy-5-methylphenyl)propoxy]-2,4,8,10-tetra-tert-butyl-dibenzo[d,f][1,3,2]-dioxaphosphepin